(R)-2-((1-(2-(6-cyclopropylpyridin-3-yl)-3,7-dimethyl-4-oxo-4H-pyrido[1,2-a]pyrimidin-9-yl)ethyl)amino)benzoic acid C1(CC1)C1=CC=C(C=N1)C=1N=C2N(C(C1C)=O)C=C(C=C2[C@@H](C)NC2=C(C(=O)O)C=CC=C2)C